3-(4-amino-3-((2,6-difluoro-3,5-dimethoxyphenyl)ethynyl)-7-isobutyl-1H-pyrazolo[4,3-c]pyridin-1-yl)pyrrolidin NC1=NC=C(C2=C1C(=NN2C2CNCC2)C#CC2=C(C(=CC(=C2F)OC)OC)F)CC(C)C